C(N)(=N)N1[C@@H](CC1)C(=O)O (2S)-1-carbamimidoyl-azetidine-2-carboxylic acid